1-(1-ethyl-4-iodo-pyrazol-3-yl)propan-1-one C(C)N1N=C(C(=C1)I)C(CC)=O